5-formyl-1H-benzo[d][1,2,3]Triazole-1-carboxylic acid tert-butyl ester C(C)(C)(C)OC(=O)N1N=NC2=C1C=CC(=C2)C=O